phenylhexadecyloxy phosphate P(=O)(OOCCCCCCCCCCCCCCCCC1=CC=CC=C1)([O-])[O-]